CN(C/C=C/C(=O)N1C[C@@H](N(CC1)C=1C=CC=2N=CN=C(C2N1)NC1=CC(=C(C=C1)CC1=CC=2N(C=C1)N=CN2)C)C)C (2E)-4-(dimethylamino)-1-[(3S)-3-methyl-4-{4-[(3-methyl-4-{[1,2,4]triazolo[1,5-a]pyridin-7-ylmethyl}phenyl)amino]pyrido[3,2-d]pyrimidin-6-yl}piperazin-1-yl]but-2-en-1-one